3-((4,4-bis(octyloxy)butanoyl)oxy)-2-(hydroxymethyl)-2-methylpropyl (9Z,12Z)-octadeca-9,12-dienoate C(CCCCCCC\C=C/C\C=C/CCCCC)(=O)OCC(COC(CCC(OCCCCCCCC)OCCCCCCCC)=O)(C)CO